(R)-1'-(1-Benzyl-1H-pyrazole-4-carbonyl)-6-chloro-5-fluorospiro[benzo[d][1,3]oxazine-4,3'-piperidin]-2(1H)-one C(C1=CC=CC=C1)N1N=CC(=C1)C(=O)N1C[C@@]2(CCC1)C1=C(NC(O2)=O)C=CC(=C1F)Cl